N-[(2,3-Dihydro-1H-inden-2-yl)methyl]-1-(7-methylthieno[3,2-d]pyrimidin-4-yl)-4-piperidylamine C1C(CC2=CC=CC=C12)CNC1CCN(CC1)C=1C2=C(N=CN1)C(=CS2)C